tetraethyl (((3-chloro-4-(4-(4-ethoxy-1-(4-fluoro-phenyl)-2-oxo-1,2-dihydro-pyridine-3-carboxamido)-2-fluorophenoxy)pyridin-2-yl)amino)methylene)bis-(phosphonate) ClC=1C(=NC=CC1OC1=C(C=C(C=C1)NC(=O)C=1C(N(C=CC1OCC)C1=CC=C(C=C1)F)=O)F)NC(P(OCC)(OCC)=O)P(OCC)(OCC)=O